BrC1=C(C(=C2CCCC2=C1)[N+](=O)[O-])NC(C)=O N-(6-bromo-4-nitro-2,3-dihydro-1H-inden-5-yl)acetamide